tert-butyl (S)-3-((phenylmethyl)sulfonamido)pyrrolidine-1-carboxylate C1(=CC=CC=C1)CS(=O)(=O)N[C@@H]1CN(CC1)C(=O)OC(C)(C)C